1,2-bis(4-ethylphenylthio)ethane C(C)C1=CC=C(C=C1)SCCSC1=CC=C(C=C1)CC